F[C@@H]1C(NC(C[C@@H]1NC=1N=NC(=CN1)C1=NC=C(C=C1O)C=1C=NN(C1)C([2H])([2H])[2H])(C)C)(C)C 2-(3-{[(3S,4S)-3-Fluoro-2,2,6,6-Tetramethylpiperidin-4-yl]Amino}-1,2,4-Triazin-6-yl)-5-[1-(2H3)Methyl-1H-Pyrazol-4-yl]Pyridin-3-ol